C(#N)C=1C(=NN(C1NC)C1CCCC1)C1=CC=C(C=C1)CNC(C1=C(C=CC=C1)OC)=O N-[[4-[4-cyano-1-cyclopentyl-5-(methylamino)pyrazol-3-yl]phenyl]methyl]-2-methoxy-benzamide